N1(N=CC=C1)C1=CC=C(C=N1)N1C(N(C2=C(C1=O)C(=C(S2)C2=CC=C(C=C2)NC(=O)NC2CC2)CN(C)C)CC2=C(C=CC=C2F)F)=O 1-(4-(3-(6-(1H-pyrazol-1-yl)pyrid-3-yl)-1-(2,6-difluorobenzyl)-5-((dimethyl-amino)methyl)-2,4-dioxo-1,2,3,4-tetrahydrothieno[2,3-d]pyrimidin-6-yl)phenyl)-3-cyclopropylurea